ClC=1C(=C(C(=CC1)OC(C)C)C=1C=CC(=[N+](C1)[O-])[C@@H](C(=O)NC1=CC=C(C(=O)O)C=C1)CC1CC1)F |o1:18| (S)- or (R)-4-[(2-{5-[3-chloro-2-fluoro-6-(1-methylethoxy)phenyl]-1-oxidopyridin-2-yl}-3-cyclopropylpropanoyl)amino]benzoic acid